4,4-dimethyl-3,4-dihydroquinazolin-2(1H)-thione CC1(NC(NC2=CC=CC=C12)=S)C